C(C)(C)(C)N([C@@H](CC1=CC=CC=C1)C(=O)O)CC(=O)NC1=C(C=CC(=C1)Cl)N1N=NC(=C1)Cl tert-butyl-(2-((5-chloro-2-(4-chloro-1H-1,2,3-triazol-1-yl)phenyl)amino)-2-oxoethyl)phenylalanine